NC1C(=O)NCCCC1 alpha-amino-epsilon-caprolactam